4-((4-methoxybenzyl)amino)-1,3-dimethylimidazo[1,5-a]quinoxalin-8-carboxylic acid COC1=CC=C(CNC=2C=3N(C4=CC(=CC=C4N2)C(=O)O)C(=NC3C)C)C=C1